6-(8-methyl-6-quinolyl)spiro[chromane-2,4'-piperidine] 2HCl Cl.Cl.CC=1C=C(C=C2C=CC=NC12)C=1C=C2CCC3(CCNCC3)OC2=CC1